(R)-4-(((6-fluoro-5-(1-(2-fluorophenyl)ethyl)-1,1-dioxido-4H-benzo[e][1,2,4]thiadiazin-3-yl)amino)methyl)benzonitrile FC=1C=CC2=C(NC(=NS2(=O)=O)NCC2=CC=C(C#N)C=C2)C1[C@H](C)C1=C(C=CC=C1)F